Cl.CC1(C2CNC(C1)C2)O 5-methyl-2-azabicyclo[2.2.1]heptan-5-ol hydrochloride